1-methyl-2-(trifluoromethyl)indole-6-carboxylic acid CN1C(=CC2=CC=C(C=C12)C(=O)O)C(F)(F)F